ISOPROPYL ((S)-(((2R,3S,SR)-5-(4-AMINO-2-OXOPYRIMIDIN-1(2H)-YL)-3-HYDROXYTETRAHYDROTHIOPHEN-2-YL)METHOXY)(PHENOXY)PHOSPHORYL)-L-ALANINATE NC1=NC(N(C=C1)[C@@H]1C[C@@H]([C@H](S1)CO[P@](=O)(OC1=CC=CC=C1)N[C@@H](C)C(=O)OC(C)C)O)=O |&1:7|